N-((3R,4S)-4-((6-(2,6-dichloro-3,5-dimethoxyphenyl)-8-(((1-methylpiperidin-4-yl)methyl)amino)pyrido[3,4-d]pyrimidin-2-yl)amino)tetrahydrofuran-3-yl)acrylamide ClC1=C(C(=C(C=C1OC)OC)Cl)C1=CC2=C(N=C(N=C2)N[C@H]2[C@H](COC2)NC(C=C)=O)C(=N1)NCC1CCN(CC1)C